zinc maleamide C(\C=C/C(=O)N)(=O)N.[Zn]